ethyl 1,1-difluorotetrahydro-1H-pyrrolizin-7a(5H)-carboxylate FC1(CCN2CCCC12C(=O)OCC)F